[C@H]12CC(C[C@H](CC1)N2)N(C=2SC1=C(N2)SC(=N1)C1=C(C=C(C=N1)C1=CC(N(C=C1)C)=O)O)C 6-(5-{[(1R,3s,5S)-8-Azabicyclo[3.2.1]octan-3-yl](methyl)amino}[1,3]thiazolo[5,4-d][1,3]thiazol-2-yl)-5-hydroxy-1'-methyl[3,4'-bipyridin]-2'(1'H)-on